NC=1N=NC(=CC1N1CCC(CC1)OC(=O)N[C@H](C(=O)OC)C(C)(C)C)C1=C(C=CC=C1)O methyl (S)-2-((((1-(3-amino-6-(2-hydroxyphenyl) pyridazin-4-yl) piperidin-4-yl) oxy) carbonyl) amino)-3,3-dimethylbutanoate